CC(C(=O)N1CCC(CC1)(C(=O)N(CC(NC=1C=C2C[C@@]3(CC2=CC1)C(NC1=NC=CC=C13)=O)=O)CC1=C(C=CC=C1)CNC)CC)(C)C 1-(2,2-dimethylpropionyl)-4-ethyl-N-[[2-(methylaminomethyl)phenyl]methyl]-N-[2-oxo-2-[[(3R)-2-oxospiro[1H-pyrrolo[2,3-b]pyridine-3,2'-indan]-5'-yl]amino]ethyl]piperidine-4-carboxamide